C(C)OC(C(Br)=C1CN(C1)C(C1=CC=CC=C1)C1=CC=CC=C1)=O 2-(1-Diphenylmethylazetidin-3-ylidene)-2-bromoacetic acid ethyl ester